FC1=C(C=C(C=N1)S(=O)(=O)N)C 6-fluoro-5-methylpyridine-3-sulfonamide